N1(C=NC=2C1=C1C(=NC2)NC=C1)C12CC(C1)(C2)NS(=O)(=O)CCCC N-(3-(imidazo[4,5-d]pyrrolo[2,3-b]pyridin-1(6H)-yl)bicyclo[1.1.1]pentan-1-yl)butane-1-sulfonamide